C12(CC1)COC1=C2C(=CC=C1)OC1=CC=C(C=N1)N1C(NC=2C1=NC=CC2)=O 3-(6-spiro[2H-benzofuran-3,1'-cyclopropane]-4-yl-oxy-3-pyridyl)-1H-imidazo[4,5-b]pyridin-2-one